3-(fluorosulfonyl)-2-thiophenecarboxylic acid methyl ester COC(=O)C=1SC=CC1S(=O)(=O)F